O[C@@]1([C@@H](CC[C@H](C1)C)C(C)C)C(=O)NCCC1=CC(=CC=C1)O (1s,2s,5r)-1-hydroxy-N-(3-hydroxyphenylethyl)-2-isopropyl-5-methylcyclohexanecarboxamide